N1C=CC2=C(C=CC=C12)CCNC(C1=C(C=CC=C1)NC(CN1CCN(CC1)C1=CC=C(C=C1)C)=O)=O N-[2-(1H-indol-4-yl)ethyl]-2-{2-[4-(4-methylphenyl)piperazin-1-yl]acetamido}benzamide